N-(6-(difluoromethyl)pyridin-2-yl)-8-hydroxy-2-(tetrahydro-2H-pyran-4-yl)imidazo[1,2-a]pyrazine-6-carboxamide FC(C1=CC=CC(=N1)NC(=O)C=1N=C(C=2N(C1)C=C(N2)C2CCOCC2)O)F